methyl (5-((3-((difluoromethyl)-sulfonyl)pyridin-2-yl)amino)-6-((methyl-d3)carbamoyl)-pyridazin-3-yl)carbamate FC(S(=O)(=O)C=1C(=NC=CC1)NC=1C=C(N=NC1C(NC([2H])([2H])[2H])=O)NC(OC)=O)F